NC1=NC(=C(C2=CC=CC(=C12)Cl)OCC1=CC=CC=C1)C(=O)OC methyl 1-amino-4-benzyloxy-8-chloro-isoquinoline-3-carboxylate